N-(4-((2-(1,1-difluoroethyl)-6-methylpyrimidin-4-yl)amino)-5-((4-methylpyridin-3-yl)methoxy)pyridin-2-yl)acetamide FC(C)(F)C1=NC(=CC(=N1)NC1=CC(=NC=C1OCC=1C=NC=CC1C)NC(C)=O)C